[1,1'-bis(diphenylphosphino)ferrocene] platinum (II) chloride [Pt](Cl)Cl.C1(=CC=CC=C1)P([C-]1C=CC=C1)C1=CC=CC=C1.[C-]1(C=CC=C1)P(C1=CC=CC=C1)C1=CC=CC=C1.[Fe+2]